tert-butyl N-methyl-N-(2-oxoethyl)carbamate CC(C)(C)OC(=O)N(C)CC=O